C(#N)C=1C=CC2=C(CCCNC2)C1 7-cyano-2,3,4,5-tetrahydro-2-benzazepine